ethyl 2-(2-((1r,4r)-4-cyclopropoxycyclohexyl)-4-fluoro-3-methylphenyl)acetate C1(CC1)OC1CCC(CC1)C1=C(C=CC(=C1C)F)CC(=O)OCC